[9-(diethylamino)benzo[a]phenoxazin-5-ylidene]azanium sulfate S(=O)(=O)([O-])[O-].C(C)N(C=1C=C2OC3=CC(C4=C(C3=NC2=CC1)C=CC=C4)=[NH2+])CC.C(C)N(CC)C=4C=C1OC2=CC(C3=C(C2=NC1=CC4)C=CC=C3)=[NH2+]